ClC1=NC(=C(C=2N=C(N=CC21)SC)F)Cl 5,7-dichloro-8-fluoro-2-(methylsulfanyl)pyrido[4,3-d]pyrimidine